N-(8-Bromoquinolin-4-yl)picolinamide BrC=1C=CC=C2C(=CC=NC12)NC(C1=NC=CC=C1)=O